N(N)C(CNC1=CC=C(C=C1)N(C(OC(C)(C)C)=O)C)=O tert-Butyl 4-(2-hydrazinyl-2-oxoethylamino)phenyl(methyl)carbamate